C1(CC1)CCN(C1=C2CN(C(C2=CC=C1)=O)C1C(NC(CC1)=O)=O)C1CCC(CC1)(C)N 3-{4-[(2-cyclopropylethyl)[(1s,4s)-4-amino-4-methylcyclohexyl]amino]-1-oxo-3H-isoindol-2-yl}piperidine-2,6-dione